Cl.F[C@@H]1C[C@H](NC1)C(=O)N[C@@H](C1=CC=CC=C1)C1=NC(=C(C=C1)C(C)C)F (2S,4r)-4-fluoro-N-((S)-(6-fluoro-5-isopropylpyridin-2-yl)(phenyl)methyl)pyrrolidine-2-carboxamide hydrochloride